C1(=CC=CC=C1)P1(OCCCCO1)=O.NCCCCCCN.[NH4+] Ammonium hexamethylenediamine tetramethylene phenylphosphonate